B(C1=CC2=C(CCN2C(=O)OC(C)(C)C)C=C1)(O)O 1-(TERT-BUTOXYCARBONYL)INDOLIN-6-YL-6-BORONIC ACID